CCCCC/C=C\\C[C@H](/C=C/C=C/C=C/[C@H](CCCC(=O)O)O)O The molecule is a leukotriene that is the 6-trans-isomer of leukotriene B4. It is a leukotriene, a dihydroxy monocarboxylic acid, a long-chain fatty acid and a hydroxy polyunsaturated fatty acid. It derives from an icosa-6,8,10,14-tetraenoic acid. It is a conjugate acid of a 6-trans-leukotriene B4(1-).